N[C@H](C)C=1C=CC(=C(C1)C=1C=C(SC1)C(=O)OCC1=CC=CC=C1)OC benzyl 4-[5-[(1R)-1-aminoethyl]-2-methoxy-phenyl]thiophene-2-carboxylate